C(#N)N=C(NCCCCCN1CCN(CC1)C(=O)C=1NC2=CC=CC=C2C1)NC1=CC=NC=C1 2-cyano-1-(5-(1-(2-indolylformyl)piperazine-4-yl)pentyl)-3-(4-pyridinyl)guanidine